(E)-1-methyl-4-(prop-1-en-1-yl)benzene CC1=CC=C(C=C1)\C=C\C